FC1=C(C(=CC=C1)OC)C1=NC=CC(=N1)NC1=CC(=C(C=N1)C1=NC=C(C=C1)OC1CCN(CC1)C)N1C[C@H](CCC1)O (S)-1-(6'-((2-(2-fluoro-6-methoxyphenyl)pyrimidin-4-yl)amino)-5-((1-methylpiperidin-4-yl)oxy)-[2,3'-bipyridin]-4'-yl)piperidin-3-ol